C(#N)C1=CC(=[N+](C=C1OCCO)[O-])CC1=C(C=C2[C@](NC(NC2=C1)=O)(C(F)(F)F)C#CC1CC1)F (S)-4-cyano-2-((4-(cyclopropylethynyl)-6-fluoro-2-oxo-4-(trifluoromethyl)-1,2,3,4-tetrahydroquinazolin-7-yl)methyl)-5-(2-hydroxyethoxy)pyridine 1-oxide